N-(methyl-d3)-5-(piperazin-1-yl)pyridinamide C(NC(=O)C1=NC=C(C=C1)N1CCNCC1)([2H])([2H])[2H]